C(C1CO1)OC1=C2C=CC(=CC2=CC=C1)C1(C2=CC=CC=C2C=2C=CC=CC12)C1=CC2=CC=CC(=C2C=C1)OCC1CO1 9,9-bis(5-glycidyloxynaphthalene-2-yl)-9H-fluorene